N-acetyl-O-methanesulfonyl-L-homoserine methyl ester COC([C@@H](NC(C)=O)CCOS(=O)(=O)C)=O